C(CCC)C=1N(C(=C(N1)Cl)CO)CC1=CC=C(C=C1)C=1C=C(C=CC1C#N)C1=CC=CC=C1 4''-((2-Butyl-4-chloro-5-(hydroxymethyl)-1H-imidazol-1-yl)methyl)-[1,1':3',1''-terphenyl]-4'-carbonitrile